3-{(R)-Hydroxy-(4-isopropyl-phenyl)-[5-(methoxy-methyl-carbamoyl)-pyridin-3-yl]-methyl}-3-methyl-azetidine-1-carboxylic acid tert-butyl ester C(C)(C)(C)OC(=O)N1CC(C1)(C)[C@@](C=1C=NC=C(C1)C(N(C)OC)=O)(C1=CC=C(C=C1)C(C)C)O